2,6-Dimethoxy-N-(4-methoxy-6-(pyridin-2-yl)benzo[d]isoxazol-3-yl)benzenesulfonamide COC1=C(C(=CC=C1)OC)S(=O)(=O)NC1=NOC2=C1C(=CC(=C2)C2=NC=CC=C2)OC